ClC1=CC(=C(C=N1)C1=NC=C(C=C1)C(CO)(F)F)NC1CCC(CC1)CO 2-(6'-chloro-4'-(((1s,4s)-4-(hydroxymethyl)cyclohexyl)amino)-[2,3'-bipyridin]-5-yl)-2,2-difluoroethan-1-ol